ClC1=CC=C2C(=C1)NC(C21N(C(C=2N=C(N(C21)C(C)C)C2=C(C=CC(=C2)C)OC)=O)C2=C(C=CC(=C2)Cl)C)=O 6-chloro-5'-(5-chloro-2-methylphenyl)-3'-isopropyl-2'-(2-methoxy-5-methylphenyl)-3'H-spiro[indoline-3,4'-pyrrolo[3,4-d]imidazole]-2,6'(5'H)-dione